4-(4-bromophenyl)hexahydroisobenzofuran-1,3-dione BrC1=CC=C(C=C1)C1C2C(OC(C2CCC1)=O)=O